ClC[C@@H]1N(C(OC1)=O)C |r| (RS)-4-(chloromethyl)-3-methyloxazolidin-2-one